bis(tri-t-butylphosphine) palladium [Pd].C(C)(C)(C)P(C(C)(C)C)C(C)(C)C.C(C)(C)(C)P(C(C)(C)C)C(C)(C)C